BrC=1N(N=C2C=CC(=CC12)Cl)[C@@]1(C[C@H](N(C1)C(=O)OCCCC)C(N)=O)C(N)=O butyl (2S,4R)-4-(3-bromo-5-chloroindazol-2-yl)-2,4-dicarbamoylpyrrolidine-1-carboxylate